C(C1=CC=CC=C1)(=O)O[C@H]1[C@H]2[C@@H](C\C=C/CC(S[C@H]([C@@H]([C@H]1OC(C1=CC=CC=C1)=O)OC(C1=CC=CC=C1)=O)O2)CN2CCCC2)N[S@](=O)C(C)(C)C (1R,8R,9R,10S,11S,12R,Z)-8-(((R)-tert-butylsulfinyl)amino)-3-(pyrrolidin-1-ylmethyl)-13-oxa-2-thiabicyclo[7.3.1]tridec-5-ene-10,11,12-triyl tribenzoate